3-(1-{N-methyl-5-[(3-chloro-4-fluorophenyl)carbamoyl]-4H,5H,6H,7H-pyrazolo[1,5-a]pyrazine-3-amido}cyclopropyl)-1,2-oxazole-5-carboxylic acid CN(C(=O)C=1C=NN2C1CN(CC2)C(NC2=CC(=C(C=C2)F)Cl)=O)C2(CC2)C2=NOC(=C2)C(=O)O